5-[4-[(3S)-1-(3-fluoropropyl)pyrrolidin-3-yl]oxyphenyl]-6-(4-hydroxyphenyl)-8,9-dihydro-7H-benzo[7]annulen-2-ol FCCCN1C[C@H](CC1)OC1=CC=C(C=C1)C1=C(CCCC2=C1C=CC(=C2)O)C2=CC=C(C=C2)O